ClC1=C(C=CC2=C1C=C(O2)C(=O)O)N2CCN(CC2)C(C2=CC(=CC=C2)F)=O 4-chloro-5-[4-(3-fluoro-benzoyl)-piperazin-1-yl]-benzofuran-2-carboxylic acid